C(CC)P([O-])([O-])=O.[Fe+2] ferrous (propylphosphonate)